ClC1=C(C(=O)OCC)C=CC(=C1[N+](=O)[O-])OC ethyl 2-chloro-4-methoxy-3-nitro-benzoate